2-carboxy-7-((7-methoxynaphthalene-2-yl)oxy)-1,2,3,4-tetrahydronaphthalene-2-aminium chloride [Cl-].C(=O)(O)C1(CC2=CC(=CC=C2CC1)OC1=CC2=CC(=CC=C2C=C1)OC)[NH3+]